COC=1C=C2C(=NC(=NC2=CC1OC)C)NC(C)C1=CC2=CC=C(C=C2C=C1)OC 6,7-dimethoxy-N-[1-(6-methoxy-2-naphthyl)ethyl]-2-methylquinazolin-4-amine